2-phenyl-10H-tribenzo[b,e,g][1,4]selenazocine C1(=CC=CC=C1)C=1C=CC2=C(C3=C(NC4=C([Se]2)C=CC=C4)C=CC=C3)C1